N-(2-isopropoxyethyl)-5-(1,5-naphthyridin-2-yl)pyrrolo[2,1-f][1,2,4]triazin-2-amine C(C)(C)OCCNC1=NN2C(C=N1)=C(C=C2)C2=NC1=CC=CN=C1C=C2